N-(3'-(2-aminopyrimidin-4-yl)-2-fluoro-4'-hydroxy-[1,1'-biphenyl]-4-yl)-4-Ethoxy-1-(4-fluorophenyl)-2-oxo-1,2-dihydropyridine-3-carboxamide NC1=NC=CC(=N1)C=1C=C(C=CC1O)C1=C(C=C(C=C1)NC(=O)C=1C(N(C=CC1OCC)C1=CC=C(C=C1)F)=O)F